ClC1=CC=C(CN2N=CC3=C(C2=O)CN(CC3)CC=3C=C(C#N)C=CC3)C=C1 3-((3-(4-chlorobenzyl)-4-oxo-3,5,7,8-tetrahydropyrido[3,4-d]pyridazin-6(4H)-yl)methyl)benzonitrile